(S)-3-cyano-N-(2,3-difluoro-4-((3-(2-(piperidin-3-ylamino)pyrimidin-4-yl)pyridin-2-yl)oxy)phenyl)benzenesulfonamide C(#N)C=1C=C(C=CC1)S(=O)(=O)NC1=C(C(=C(C=C1)OC1=NC=CC=C1C1=NC(=NC=C1)N[C@@H]1CNCCC1)F)F